6-[4-methoxy-3-(1-methylcyclohexyl)phenyl]naphthalene-2-carboxylic acid COC1=C(C=C(C=C1)C=1C=C2C=CC(=CC2=CC1)C(=O)O)C1(CCCCC1)C